6-Bromo-7-fluoro-N-(4-fluoro-3-(methoxy-d3)phenyl)-1H-indazol-5-amine BrC1=C(C=C2C=NNC2=C1F)NC1=CC(=C(C=C1)F)OC([2H])([2H])[2H]